COC1=NN(C=C1NC1=NC=C(C(=N1)C1=CNC2=C(C=CC=C12)NC(=O)[C@@H]1N(CCC1)[C@@H]1CN(CC1)C)C)C (2R,3'S)-N-(3-(2-((3-meth-oxy-1-methyl-1H-pyrazol-4-yl)amino)-5-methylpyrimidin-4-yl)-1H-indol-7-yl)-1'-meth-yl-[1,3'-bipyrrolidine]-2-carboxamide